methyl 4-(2-(2-chlorophenyl)-6,8-dioxo-5,7-diazaspiro[3.4]octan-7-yl)isoquinoline-7-carboxylate ClC1=C(C=CC=C1)C1CC2(C1)NC(N(C2=O)C2=CN=CC1=CC(=CC=C21)C(=O)OC)=O